(2R)-3-amino-2-(tert-butoxycarbonylamino)propionic acid NC[C@H](C(=O)O)NC(=O)OC(C)(C)C